OCCCN1C=CC(C2=CC=C(C=C12)C1=C(C=CC=C1)OC1=CC=C(C=C1)C(F)(F)F)=O (3-Hydroxypropyl)-7-(2-(4-(trifluoromethyl)phenoxy)phenyl)quinolin-4(1H)-one